N'-[4-[tert-butyl(dimethyl)silyl]oxy-2-chloro-phenyl]-4-[(5-hydroxy-2-adamantyl)amino]-6-(6-methoxy-3-pyridyl)pyrrolo[1,2-b]pyridazine-3-carboxamidine [Si](C)(C)(C(C)(C)C)OC1=CC(=C(C=C1)N=C(N)C1=C(C=2N(N=C1)C=C(C2)C=2C=NC(=CC2)OC)NC2C1CC3CC(CC2C3)(C1)O)Cl